C1(=CC=CC=C1)C=1C=C(C2=CC=CC=C2C1)C1=CC(=CC2=CC=CC=C12)C1=CC=CC=C1 (S)-3,3'-Bis(phenyl)-1,1'-binaphthyl